3,4-Dimethoxybenzeneboronic acid COC=1C=C(C=CC1OC)B(O)O